(S)-N-(4-([1,2,4]triazolo[1,5-a]pyridin-7-yloxy)-3-methylphenyl)-12-fluoro-1,2,4a,5-tetrahydro-4H-[1,4]oxazino[4',3':4,5][1,4]oxazino[3,2-g]quinazolin-11-amine N=1C=NN2C1C=C(C=C2)OC2=C(C=C(C=C2)NC2=NC=NC=1C=C3C(=C(C21)F)N2[C@H](CO3)COCC2)C